[N+](=O)([O-])N1CCN(C2N(CCN(C12)[N+](=O)[O-])[N+](=O)[O-])[N+](=O)[O-] 1,4,5,8-tetranitro-1,4,5,8-Tetraazadecaline